2-(2-methyl-3-oxoisoindolin-5-yl)-3-(2-((1-methylcyclopentyl)methyl)oxazol-5-yl)-5,6-dihydro-7H-cyclopenta[b]pyridin-7-one CN1CC2=CC=C(C=C2C1=O)C1=C(C=C2C(=N1)C(CC2)=O)C2=CN=C(O2)CC2(CCCC2)C